(S)-4-(4-(2-(2-(2-hydroxyphenyl)-6a,7,9,10-tetrahydro-5H-pyrazino[1',2':4,5]pyrazino[2,3-c]pyridazin-8(6H)-yl)pyrimidin-5-yl)phenyl)cyclohexanecarboxylic acid OC1=C(C=CC=C1)C=1C=C2C(=NN1)NC[C@@H]1N2CCN(C1)C1=NC=C(C=N1)C1=CC=C(C=C1)C1CCC(CC1)C(=O)O